C1(CC1)C=1C(=CC(=C(C(=O)NS(=O)(=O)C)C1)F)COCC1CC2(C1)CCN(CC2)C(C2=CC(=C(C=C2)Cl)Cl)=O 5-cyclopropyl-4-(((7-(3,4-dichlorobenzoyl)-7-azaspiro[3.5]non-2-yl)methoxy)methyl)-2-fluoro-N-(methylsulfonyl)benzamide